(4-(bromomethyl)phenethyloxy)(tert-butyl)diphenylsilane BrCC1=CC=C(CCO[Si](C2=CC=CC=C2)(C2=CC=CC=C2)C(C)(C)C)C=C1